FC(C(=O)NC1=C(C=C(C=C1)NCC1=CC=C(C=C1)C(F)(F)F)N1CCCCC1)C(CCCCC)F 2,3-Difluoro-N-(2-(piperidin-1-yl)-4-((4-(trifluoromethyl)benzyl)amino)phenyl)octanamid